(1s,4s)-4-(2-(cyclopentylamino)-8-(2,6-dichloro-4-(trifluoromethyl)phenylamino)-9H-purin-9-yl)-1-methylcyclohexanecarboxamide C1(CCCC1)NC1=NC=C2N=C(N(C2=N1)C1CCC(CC1)(C(=O)N)C)NC1=C(C=C(C=C1Cl)C(F)(F)F)Cl